1-cyclohexylsulfanyl-4-methoxy-benzene C1(CCCCC1)SC1=CC=C(C=C1)OC